C1NCC2=CC(=CC=C12)C=1C=CC2=CN(N=C2C1)C1CCC(CC1)CNC(C1=C(C(=C(C(=C1)F)OCC1=CC=C(C=C1)OC)F)F)=O N-({(1r,4r)-4-[6-(2,3-dihydro-1H-isoindol-5-yl)-2H-indazol-2-yl]cyclohexyl}methyl)-2,3,5-trifluoro-4-[(4-methoxyphenyl)methoxy]benzamide